1-((3S,4R)-4-(3,4-difluorophenyl)-1-(2-methoxyethyl)pyrrolidin-3-yl)-3-(1-methyl-3-m-tolyl-1H-pyrazol-5-yl)urea FC=1C=C(C=CC1F)[C@H]1[C@@H](CN(C1)CCOC)NC(=O)NC1=CC(=NN1C)C=1C=C(C=CC1)C